(S)-1,3-dihydrospiro[indene-2,4'-piperidin]-1-amine N1CCC2(CC1)[C@@H](C1=CC=CC=C1C2)N